ClC1=CC=C(C=C1)C1=C(CCC(C1)(C)C)CN1[C@H]2CN([C@@H](C1)C2)C(=O)C=2C=C1CN(C(C1=CC2)=O)C2CNCCC2 3-(5-((1R,4R)-5-((4'-chloro-5,5-dimethyl-3,4,5,6-tetrahydro-[1,1'-biphenyl]-2-yl)methyl)-2,5-diazabicyclo[2.2.1]heptane-2-carbonyl)-1-oxoisoindolin-2-yl)piperidine